zinc di(decyl) dithiophosphate P(=S)(SCCCCCCCCCC)(OCCCCCCCCCC)[O-].[Zn+2].C(CCCCCCCCC)SP(=S)(OCCCCCCCCCC)[O-]